2-(3-aminophenyl)isopropylbenzene NC=1C=C(C=CC1)C1=C(C=CC=C1)C(C)C